BrC1=C(C(=CC=C1)C)C1=CC(=C(C(=C1)C)F)[C@H](CC(=O)OCC)NC(=O)OC(C)(C)C ethyl (3S)-3-{2'-bromo-4-fluoro-5,6'-dimethyl-[1,1'-biphenyl]-3-yl}-3-[(tert-butoxycarbonyl)amino]propanoate